N-[4-[trans-2-aminocyclopropyl]phenyl]-4-(4-methylpiperazin-1-yl)benzamide N[C@H]1[C@@H](C1)C1=CC=C(C=C1)NC(C1=CC=C(C=C1)N1CCN(CC1)C)=O